OCN1C(C(CCC1=O)N1C(C2=CC(=CC=C2C1)CO)=O)=O 1-(hydroxymethyl)-3-(6-(hydroxymethyl)-1-oxoisoindolin-2-yl)piperidine-2,6-dione